Cl.NCCN(C(C)C=1C(=C(C#N)C=CC1)F)CC 3-(1-((2-aminoethyl)(ethyl)amino)ethyl)-2-fluorobenzonitrile hydrochloride